[3-[4-(4-Chloro-2-methylsulfonyl-phenyl)phenyl]azetidin-1-yl]-[(3S)-3-(1H-1,2,4-triazol-5-yl)pyrrolidin-1-yl]methanone ClC1=CC(=C(C=C1)C1=CC=C(C=C1)C1CN(C1)C(=O)N1C[C@H](CC1)C1=NC=NN1)S(=O)(=O)C